C(CCCCC)(=O)OC Hexanoic acid, METHYL ESTER